CC(C(=O)NC1CC(NC(C1)(C)C)(C)C)(C)NC1CC(NC(C1)(C)C)(C)C 2-Methyl-N-(2,2,6,6-tetramethyl-4-piperidinyl)-2-[(2,2,6,6-tetramethyl-4-piperidinyl)amino]propanamid